(Z)-3-((1-(methylsulfonyl)pyrrolidin-3-yl)methyl)-5-(2,4,6-trifluoro-3-hydroxybenzylidene)thiazolidine-2,4-dione CS(=O)(=O)N1CC(CC1)CN1C(S\C(\C1=O)=C/C1=C(C(=C(C=C1F)F)O)F)=O